IC iodomethan